7-iodo-3-[2-(methoxymethoxy)-4-(1-tetrahydropyran-2-ylpyrazol-4-yl)phenyl]pyrrolo[3,2-c]pyridazine-5-carboxylic acid tert-butyl ester C(C)(C)(C)OC(=O)N1C=C(C=2N=NC(=CC21)C2=C(C=C(C=C2)C=2C=NN(C2)C2OCCCC2)OCOC)I